1-[(1R,3R,4R,7S)-1-[[bis(4-methoxyphenyl)-phenyl-methoxy]methyl]-7-hydroxy-5-[4-(trifluoromethyl)pyrimidin-2-yl]-2-oxa-5-azabicyclo[2.2.1]heptan-3-yl]-5-methyl-pyrimidine-2,4-dione COC1=CC=C(C=C1)C(OC[C@]12O[C@H]([C@H](N(C1)C1=NC=CC(=N1)C(F)(F)F)[C@@H]2O)N2C(NC(C(=C2)C)=O)=O)(C2=CC=CC=C2)C2=CC=C(C=C2)OC